(4S)-4-[(2S)-3-Hydroxy-2-(6-methylheptanamido)propanamido]-2,2-dimethyl-3-oxopentanoic acid OC[C@@H](C(=O)N[C@H](C(C(C(=O)O)(C)C)=O)C)NC(CCCCC(C)C)=O